C1(CCCC1)N1C2=NC(=NC=C2N=C1NC1=CC=CC=C1)NC1=CC=C(C=C1)N1CCC(CC1)N(C)CC1=CC(=C(C=C1)N1C(NC(CC1)=O)=O)F 1-(4-(((1-(4-((9-cyclopentyl-8-(phenylamino)-9H-purin-2-yl)amino)phenyl)piperidin-4-yl)(methyl)amino)methyl)-2-fluorophenyl)dihydropyrimidine-2,4(1H,3H)-dione